(6-amino-5-(3-hydroxy-2,6-dimethylphenyl)-2,3-dimethyl-5H-pyrrolo[2,3-b]pyrazin-7-yl)(4-methyl-6,7-dihydropyrazolo[1,5-a]pyrazin-5(4H)-yl)methanone NC1=C(C=2C(=NC(=C(N2)C)C)N1C1=C(C(=CC=C1C)O)C)C(=O)N1C(C=2N(CC1)N=CC2)C